BrC1=C(C=C2C(=NC(=NC2=C1F)Cl)N1CCN(OCC1)C(=O)OC(C)(C)C)Cl 2-methylpropan-2-yl 5-(7-bromo-2,6-dichloro-8-fluoroquinazolin-4-yl)-1,2,5-oxadiazepane-2-carboxylate